8-({[(2-methylpropan-2-yl)oxy]carbonyl}amino)octanoic acid CC(C)(C)OC(=O)NCCCCCCCC(=O)O